ClC1=C(C=C(C=C1F)C1=NC(=NC2=NC(=C(N=C12)C)C)[C@@H]1C[C@@H](OCC1)C1=CC(=NC=C1)C)F 4-(4-chloro-3,5-difluoro-phenyl)-6,7-dimethyl-2-[(2R,4S)-2-(2-methyl-4-pyridinyl)tetrahydropyran-4-yl]pteridine